2-(5-chloro-2-ethoxy-4-fluoro-3-(6-(trifluoromethyl)pyridin-3-yl)phenyl)propionitrile ClC=1C(=C(C(=C(C1)C(C#N)C)OCC)C=1C=NC(=CC1)C(F)(F)F)F